3-methyl-1-(p-tolyl)-1H-pyrazol-5-amine CC1=NN(C(=C1)N)C1=CC=C(C=C1)C